(S)-2-((4-(6-(6-cyano-1,3,4,5-tetrahydro-2H-benzo[c]azepin-2-yl)pyridin-2-yl)piperazin-1-yl)methyl)-1-(oxetan-2-ylmethyl)-1H-benzo[d]imidazole-6-carboxylic acid C(#N)C1=CC=CC=2CN(CCCC21)C2=CC=CC(=N2)N2CCN(CC2)CC2=NC1=C(N2C[C@H]2OCC2)C=C(C=C1)C(=O)O